ClC1=CC(=C(COC2=NC=CC=C2C2CCN(CC2)CC2=NC3=C(N2CC=2OC=CN2)C=CC=C3)C=C1)F 2-((4-{2-[(4-Chloro-2-fluorobenzyl)oxy]pyridin-3-yl}piperidin-1-yl)methyl)-1-(1,3-oxazol-2-ylmethyl)-1H-benzimidazol